C(C)N1N=C2N=C(C=NC2=C1)N[C@@H](C)C=1C=C(C=CC1)NC(C1=CC(=C(C=C1)N1CCOCC1)F)=O (S)-N-(3-(1-((2-ethyl-2H-pyrazolo[3,4-b]pyrazin-6-yl)amino)ethyl)phenyl)-3-fluoro-4-morpholinobenzamide